3,5-dimethyl-1-[5-[rac-(1R)-3-(4-hydroxy-1-piperidyl)-1-[[rac-(7S)-7-tert-butyl-5,6,7,8-tetrahydrothiazolo[5,4-b]quinoline-2-carbonyl]amino]propyl]-2-pyridyl]pyrazol-4-olate CC1=NN(C(=C1[O-])C)C1=NC=C(C=C1)[C@@H](CCN1CCC(CC1)O)NC(=O)C=1SC2=NC=3CC[C@@H](CC3C=C2N1)C(C)(C)C |r|